9-benzyl-4-ethyl-2,2-dimethyl-1-oxa-4,9-diazaspiro[5.5]undecan-3-one C(C1=CC=CC=C1)N1CCC2(CN(C(C(O2)(C)C)=O)CC)CC1